2-bromo-4-fluoro-1,3-benzothiazole-6-carboxylic acid methyl ester COC(=O)C1=CC2=C(N=C(S2)Br)C(=C1)F